Diguanidine phosphate P(=O)(O)(O)O.NC(=N)N.NC(=N)N